BrC1=C(COC=2C=C3C(C(=CNC3=CC2)C(=O)O)=O)C=CC=C1 6-((2-bromobenzyl)oxy)-4-oxo-1,4-dihydroquinoline-3-carboxylic acid